Ruthenium trichloride ruthenium salt [Ru].[Ru](Cl)(Cl)Cl